OCC1C(CCCC1)O 2-(hydroxymethyl)cyclohexanol